F[C@@H](CN1CCC(CC1)C(=O)NC=1N=CC2=CC=C(C=C2C1)C1=CN=CN1C)C (R)-1-(2-fluoropropyl)-N-(6-(1-methyl-1H-imidazol-5-yl)isoquinolin-3-yl)piperidine-4-carboxamide